C(C)(C)(C)S(=O)N[C@@H]1[C@@H](OCC12CCN(CC2)C=2N=CC(=NC2)SC2=C(C(=NC=C2)C(=O)NCC=2C=NC=CC2)Cl)C 4-((5-((3S,4S)-4-((tert-butyl-sulfinyl)amino)-3-methyl-2-oxa-8-azaspiro[4.5]decan-8-yl)pyrazin-2-yl)thio)-3-chloro-N-(pyridin-3-ylmethyl)picolinamide